C1=CC(=C(C=C1C[C@@H](C(=O)O)N)O)O (-)-dopa